COCC1=CC=C(C=C1)C=1N=C2N(C=CC(=N2)NC)C1 [2-(4-Methoxymethyl-phenyl)-imidazo[1,2-a]pyrimidin-7-yl]-methylamine